C(C)(C)(C)NC(=O)C1=NC=CC(=C1)NC(CC1=CC(=C(C=C1)Cl)F)=O N-tert-butyl-4-[[2-(4-chloro-3-fluoro-phenyl)acetyl]amino]pyridine-2-carboxamide